CS(=O)(=O)N1CCC(CC1)C=1N=C(C2=C(N1)NC=C2)N (1-(methylsulfonyl)piperidin-4-yl)-7H-pyrrolo[2,3-d]pyrimidin-4-amine